NCCCC(C)O[Si](OCC)(OCC)CCCN (3-aminopropyl)-3-aminopropyltriethoxysilane